ONC(C(CC1=CC=CC=C1)NS(=O)(=O)C1=C(C=C(C=C1C)C)C)=O N-hydroxy-3-phenyl-2-((2,4,6-trimethylphenyl)sulfonamido)propanamide